(cyclopentadienyl)hafnium (IV) trichloride [Cl-].[Cl-].[Cl-].C1(C=CC=C1)[Hf+3]